5-({2-Methoxy-4-[(piperidin-4-yl)methyl]phenyl}methyl)-N4-pentyl-5H-pyrrolo[3,2-d]pyrimidine-2,4-diamine COC1=C(C=CC(=C1)CC1CCNCC1)CN1C=CC=2N=C(N=C(C21)NCCCCC)N